(2-ACETYL-1-OXOISOINDOLIN-4-YL)BORONIC ACID C(C)(=O)N1C(C2=CC=CC(=C2C1)B(O)O)=O